methyl-isourea sulfate S(=O)(=O)(O)O.CNC(O)=N